ClC1=C(C=C(C=C1OC)OC)C1=CC2=C(N=C(N=C2)NC2=C(C=C(C=C2)N2CCC(CC2)N(C)C)OC)N2C1=NN=C2 6-(2-chloro-3,5-dimethoxyphenyl)-N-(4-(4-(dimethylamino)piperidin-1-yl)-2-methoxyphenyl)-[1,2,4]triazolo[4',3':1,6]pyrido[2,3-d]pyrimidin-2-amine